4-(((1'-(tert-butoxycarbonyl)-1',2',3',6'-tetrahydro-[2,4'-bipyridin]-6-yl)oxy)methyl)-3-fluorobenzoic acid C(C)(C)(C)OC(=O)N1CCC(=CC1)C1=NC(=CC=C1)OCC1=C(C=C(C(=O)O)C=C1)F